6-(3-amino-2-methylpropyl)-7-methyl-N-[(thiophen-2-yl)methyl]thieno[3,2-c]pyridazin-4-amine NCC(CC1=C(C=2N=NC=C(C2S1)NCC=1SC=CC1)C)C